FC(COC=1C(=NC=C(C1)F)OC1=CC=C2C(=N1)N(C(=N2)C(=O)NC2(CS(C2)(=O)=O)C)C)F 5-[[3-(2,2-difluoroethoxy)-5-fluoro-2-pyridyl]oxy]-3-methyl-N-(3-methyl-1,1-dioxo-thietan-3-yl)imidazo[4,5-b]pyridine-2-carboxamide